1,4-bis(6-bromohexyloxy)benzene BrCCCCCCOC1=CC=C(C=C1)OCCCCCCBr